(R)-N-(1-hydroxybutan-2-yl)-4-methoxy-2-(4-(trifluoromethyl)phenyl)quinoline-7-carboxamide OC[C@@H](CC)NC(=O)C1=CC=C2C(=CC(=NC2=C1)C1=CC=C(C=C1)C(F)(F)F)OC